(5-chloro-7-morpholinofuro[3,2-b]pyridin-2-yl)methanol ClC1=CC(=C2C(=N1)C=C(O2)CO)N2CCOCC2